1-(7-fluoro-2-methylbenzo[d]thiazol-6-yl)ethan-1-ol FC1=C(C=CC=2N=C(SC21)C)C(C)O